6-dimethylaminoethyl-1-hexanol CN(C)CCCCCCCCO